7-(3,3-dimethylbutoxy)-4-oxo-3H,4H-pyrido[2,3-d]pyrimidin CC(CCOC=1C=CC2=C(N=CNC2=O)N1)(C)C